1-(4-morpholinophenyl)-1H-tetrazole-5-thiol O1CCN(CC1)C1=CC=C(C=C1)N1N=NN=C1S